sodium octadecyl-sulphonate C(CCCCCCCCCCCCCCCCC)S(=O)(=O)[O-].[Na+]